C(C)(C)(C)OC(=O)N(C1=C(C=C(C(=O)O)C=C1)OC)CC#C 4-[tert-butoxycarbonyl(prop-2-ynyl)amino]-3-methoxy-benzoic acid